NC1CN(C1)C1=CC(=C(C(=C1)F)C1C(NC(CC1)=O)=O)F 3-[4-(3-aminoazetidin-1-yl)-2,6-difluoro-phenyl]piperidine-2,6-dione